CN1CC(C1)(C)[C@@](C=1C=C(C=NC1)OC1CCC(CC1)(O)C)(C1=CC=C(C=C1)C(C)C)O 4-{5-[(R)-(1,3-Dimethyl-azetidin-3-yl)-hydroxy-(4-isopropyl-phenyl)-methyl]-pyridin-3-yloxy}-1-methyl-cyclohexanol